C(#N)C1=C(C=CC(=C1)C(F)(F)F)N1CCC(CC1)(C(=O)N[C@H]1CN(CC1)C(=O)OC(C)(C)C)C=1C=CC(=NC1)C=1C(=NC=CC1)OCC tert-butyl (3R)-3-{1-[2-cyano-4-(trifluoromethyl)phenyl]-4-{2'-ethoxy-[2,3'-bipyridin]-5-yl}piperidine-4-amido}pyrrolidine-1-carboxylate